P.CCCCCCCCCCCCCCC pentadecane phosphine salt